Sodium 5,6-dimethyl-2,2,4-trioxo-3,4-dihydro-1,2lambda6,3-oxathiazin-3-ide CC=1C([N-]S(OC1C)(=O)=O)=O.[Na+]